6-chloronaphtho[2,1-b]benzofuran ClC1=CC=2C=CC=CC2C2=C1OC1=C2C=CC=C1